4-[2-isopropoxyethyl-[4-(5,6,7,8-tetrahydro-1,8-naphthyridin-2-yl)butyl]amino]-2-[[2-methyl-5-(trifluoromethyl)pyrazole-3-carbonyl]amino]butanoic acid C(C)(C)OCCN(CCC(C(=O)O)NC(=O)C=1N(N=C(C1)C(F)(F)F)C)CCCCC1=NC=2NCCCC2C=C1